C(C)OC(=O)C1=C(C(N(C2=CC=CC=C12)CC1=CC(=CC=C1)C1=CC(=CC=C1)NC(C)=O)=O)O 1-({3-[3-(Acetylamino)phenyl]phenyl}methyl)-3-hydroxy-2-oxoquinoline-4-carboxylic acid ethyl ester